N-(2-(benzo[d][1,3]dioxol-5-yl)ethyl)-4-methylbenzamide O1COC2=C1C=CC(=C2)CCNC(C2=CC=C(C=C2)C)=O